C(#N)C1N(CSC1)C(CNC(=O)C1=CC=NC2=CC=C(C=C12)CCOC)=O N-(2-(4-cyanothiazolidin-3-yl)-2-oxoethyl)-6-(2-methoxyethyl)quinoline-4-carboxamide